4,4-bis(((Z)-oct-5-en-1-yl)oxy)butyl 8-bromooctanoate BrCCCCCCCC(=O)OCCCC(OCCCC\C=C/CC)OCCCC\C=C/CC